NC[C@H]1C(N[C@H](C(N[C@@H](CN([C@H](C(N([C@H](C(N[C@H](C(N1)=O)C1CCCCC1)=O)CC(C)C)C)=O)CCCC)CCCC)C)=O)[C@H](C)O)=O (3S,6S,9S,12S,15S,18R)-6-(aminomethyl)-15,16-dibutyl-9-cyclohexyl-3-((S)-1-hydroxyethyl)-12-isobutyl-13,18-dimethyl-1,4,7,10,13,16-hexaazacyclooctadecane-2,5,8,11,14-pentaone